2,3-dichloropropylene ClC(=C)CCl